Bis-(3-aminopropyl)-1,2-ethylenediamine NCCCNCCNCCCN